N,N-dicyclohexyl-fumaric acid amide C1(CCCCC1)N(C(\C=C\C(=O)O)=O)C1CCCCC1